4-bromo-N-[(2R)-2-hydroxypropyl]Benzamide BrC1=CC=C(C(=O)NC[C@@H](C)O)C=C1